methyl (E)-3-(4-(methylamino)-1-(4-methoxybenzyl)-1H-pyrazolo[4,3-c]pyridin-3-yl)acrylate CNC1=NC=CC2=C1C(=NN2CC2=CC=C(C=C2)OC)/C=C/C(=O)OC